N-butylimidazole glycinate NCC(=O)O.C(CCC)N1C=NC=C1